tri-methylolmethane C(O)C(CO)CO